OC[C@H](CC1=CC=CC=C1)[NH3+] (S)-1-hydroxy-3-phenylpropan-2-aminium